C(C=C)(=O)N1C[C@@H](CC1)N1C(N(C=2C=NC=CC21)C2=CC=C(C=C2)OCC2=C(C=C(C=C2)F)F)=O (R)-1-(1-acryloylpyrrolidin-3-yl)-3-(4-((2,4-difluorobenzyl)oxy)phenyl)-1H-imidazo[4,5-c]pyridin-2(3H)-one